CC1=CC=C(C=C1)S(=O)(=O)OCC(C)(C)C=1C=CC=2N(C1)N=CC2I [2-(3-iodopyrazolo[1,5-a]pyridin-6-yl)-2-methyl-propyl] 4-methylbenzenesulfonate